1-(5-(2-aminoethyl)-8,9-difluoro-6-oxo-1,4,5,6-tetrahydro-2H-pyrano[3,4-c]isoquinolin-1-yl)-3-(3-chloro-4-fluorophenyl)-1-methylurea NCCN1C(C=2C=C(C(=CC2C2=C1COCC2N(C(=O)NC2=CC(=C(C=C2)F)Cl)C)F)F)=O